C1(CC1)C=1C(=NON1)C(=O)N[C@@H](C1CCC(CC1)F)C=1OC2=C(N1)C=C(C=C2F)[C@@H](COC)C=2C(NC=C(C2)F)=O 4-Cyclopropyl-N-((S)-(7-fluoro-5-((R)-1-(5-fluoro-2-oxo-1,2-dihydropyridin-3-yl)-2-methoxyethyl)benzo[d]oxazol-2-yl)((1r,4S)-4-fluorocyclohexyl)methyl)-1,2,5-oxadiazole-3-carboxamide